COC=1C=C2C(=NC=NC2=CC1OC)C=1C=CC(=NC1)CN (5-(6,7-dimethoxyquinazolin-4-yl)pyridin-2-yl)methanamine